FC1=NC=CC(=C1)N 2-fluoropyridin-4-amine